octyl-itaconic acid C(CCCCCCC)C=C(C(=O)O)CC(=O)O